C(C(C)C)C(C=C(C(=O)OCCCC)C(=O)OCCCC)C(C)C di-n-butyl (2-isobutyl-3-methylbutylidene)malonate